3-indoleformic acid N1C=C(C2=CC=CC=C12)C(=O)O